Cl.ClC1=C(C=C(C=C1C(F)(F)F)[N+](=O)[O-])[C@@H](C)N (1R)-1-[2-chloro-5-nitro-3-(trifluoromethyl)phenyl]ethylamine hydrochloride